tert-Butyl (6aR)-4-chloro-3-(2-fluoro-6-hydroxyphenyl)-12-oxo-1-(7-oxa-1-azaspiro[4.4]nonan-1-yl)-6a,7,9,10-tetrahydro-6H-pyrazino[2,1-c]pyrido[3,4-f][1,4]oxazepine-8(12H)-carboxylate ClC1=C(N=C(C=2C(N3[C@@H](COC21)CN(CC3)C(=O)OC(C)(C)C)=O)N3CCCC32COCC2)C2=C(C=CC=C2O)F